2-(2,6-dimethyl-4-((4-(4-(trifluoromethyl)benzyl)piperazin-1-yl)methyl)phenoxy)-2-methylpropanoic acid methyl ester COC(C(C)(C)OC1=C(C=C(C=C1C)CN1CCN(CC1)CC1=CC=C(C=C1)C(F)(F)F)C)=O